(biphenylyl)[(phenyl)(pyridyl)triazinylpyridyl]dibenzoselenophene C1(=C(C=CC=C1)C1=C(C2=C([Se]C3=C2C=CC=C3)C=C1)C1=NC=C(C(=C1C1=NN=NC=C1)C1=NC=CC=C1)C1=CC=CC=C1)C1=CC=CC=C1